(S)-7-([1,1'-biphenyl]-4-ylmethoxy)-6,8-dibromo-N-((4-chloro-3-nitrophenyl)sulfonyl)-2-(4-nitrobenzyl)-1,2,3,4-tetrahydroisoquinoline-3-carboxamide C1(=CC=C(C=C1)COC1=C(C=C2C[C@H](N(CC2=C1Br)CC1=CC=C(C=C1)[N+](=O)[O-])C(=O)NS(=O)(=O)C1=CC(=C(C=C1)Cl)[N+](=O)[O-])Br)C1=CC=CC=C1